FC1(CC(C1)N1C(C(C(C1)=O)(F)F)=O)F (3,3-difluorocyclobutyl)-3,3-difluoropyrrolidine-2,4-dione